3-(3-(4-Fluorophenyl)-4-oxo-3,4-dihydrophthalazin-1-yl)-N,N-dimethylbenzeneSulfonamide FC1=CC=C(C=C1)N1N=C(C2=CC=CC=C2C1=O)C=1C=C(C=CC1)S(=O)(=O)N(C)C